O=C1N(C=CC(=C1)C(=O)OC)COCC[Si](C)(C)C methyl 2-oxo-1-((2-(trimethylsilyl)ethoxy)methyl)-1,2-dihydropyridine-4-carboxylate